N-(4-(cyclopentyloxy)-3-fluorophenyl)-2-(5-azaspiro[2.4]heptan-5-yl)-5-(2,2,2-trifluoroethyl)oxazole-4-carboxamide C1(CCCC1)OC1=C(C=C(C=C1)NC(=O)C=1N=C(OC1CC(F)(F)F)N1CC2(CC2)CC1)F